CN1C=C(C2=CC=CC=C12)C1=NC(=NC=C1SC)Cl 1-methyl-3-(5-methylsulfanyl-2-chloro-4-pyrimidinyl)indole